2,4-dichloro-5-fluorophenoxyethanol ClC1=C(OC(C)O)C=C(C(=C1)Cl)F